(7R)-2-[4-(2-fluorophenoxy)phenyl]-7-[4-(2-nitrobenzene-1-sulfonyl)piperazin-1-yl]-4,5,6,7-tetrahydro-2H-pyrazolo[4,3-b]pyridine-3-carboxylic acid FC1=C(OC2=CC=C(C=C2)N2N=C3C(NCC[C@H]3N3CCN(CC3)S(=O)(=O)C3=C(C=CC=C3)[N+](=O)[O-])=C2C(=O)O)C=CC=C1